C(C)(=O)N[C@H](C(=O)NCCN1C(=NC=2C(=NC=3C=CC=CC3C21)N)CCCC)CCCNC(=N)N (S)-2-acetamido-N-(2-(4-amino-2-butyl-1H-imidazo[4,5-C]quinolin-1-yl)ethyl)-5-guanidino-valeramide